N1=CC=C(C=C1)C(CC(=O)C1=CC=NC=C1)=O 1,3-bis(pyridin-4-yl)propane-1,3-dione